C(CCC)C1=CC=C(C=C1)N(CCCCCCCC)C1=CC=CC=C1 Monobutylphenyl-monooctylphenyl-amine